methyl 8-aminobenzo[5,6][1,4]dioxino[2,3-b]pyridine-7-carboxylate NC1=CC2=C(OC=3C(=NC=CC3)O2)C=C1C(=O)OC